2-CHLORO-5-FLUORO-4-NITROPHENYLISOCYANIDE ClC1=C(C=C(C(=C1)[N+](=O)[O-])F)[N+]#[C-]